5,5-difluoro-1-methyl-3-((E)-4-((E)-4-(piperazin-1-yl)styryl)styryl)-5H-dipyrrolo[1,2-c:2',1'-f][1,3,2]diazaborinin-4-ium-5-uide F[B-]1([N+]=2C(=CC=3N1C=CC3)C(=CC2\C=C\C2=CC=C(C=C2)\C=C\C2=CC=C(C=C2)N2CCNCC2)C)F